NCC=1C=CC(=NC1)N(C)C1CC2C(C2C1)(F)F 5-(aminomethyl)-N-(6,6-difluoro-bicyclo[3.1.0]hex-3-yl)-N-methylpyridin-2-amine